(R*)-1-(1-(1-((1-(4-(4-(3-Amino-6-(2-hydroxyphenyl)pyridazin-4-yl)morpholin-2-yl)-3-methylbenzoyl)piperidin-4-yl)methyl)piperidin-4-yl)-6-methyl-1H-indol-4-yl)dihydropyrimidine NC=1N=NC(=CC1N1C[C@H](OCC1)C1=C(C=C(C(=O)N2CCC(CC2)CN2CCC(CC2)N2C=CC3=C(C=C(C=C23)C)N2CNCC=C2)C=C1)C)C1=C(C=CC=C1)O |o1:9|